3-(6-bromo-2-oxopyrrolo[2,3,4-ij]isoquinolin-1(2H)-yl)piperidine BrC1=C2C=CN=C3C2=C(C=C1)N(C3=O)C3CNCCC3